N=1N=CN2C1C(=CC=C2)C=2CCN(CC2)C2=NC=CC=C2C=2C=NN(C2)CCO 2-(4-(4-([1,2,4]triazolo[4,3-a]pyridin-8-yl)-3,6-dihydro-2H-[1,2'-bipyridin]-3'-yl)-1H-pyrazol-1-yl)ethan-1-ol